FC=1C=C2C=CC(NC2=CC1C(=O)NNC(=O)OC(C)(C)C)=O tert-butyl 2-(6-fluoro-2-oxo-1,2-dihydroquinoline-7-carbonyl)hydrazine-1-carboxylate